2-(2,7-diisopropyl-4-oxo-pyrazolo[3,4-d]pyridazin-5-yl)acetic acid C(C)(C)N1N=C2C(=NN(C(C2=C1)=O)CC(=O)O)C(C)C